Cl.NCC(=O)N1C(CC(C1)(F)F)C#N 1-(2-aminoacetyl)-4,4-difluoropyrrolidin-2-carbonitrile hydrochloride